BrC=1C(=NC=CC1)CN 1-(3-bromopyridin-2-yl)methanamine